(S)-6-(bis(4-fluorophenyl)methyl)-2,3-dibromo-11-hydroxy-5,6-dihydro-10H-imidazo[2',1':3,4]pyrazino[1,2-b]pyridazin-10-one FC1=CC=C(C=C1)C([C@H]1CN2C(C=3N1N=CC(C3O)=O)=NC(=C2Br)Br)C2=CC=C(C=C2)F